N-(tert-Butoxycarbonyl)-N-methyl-O-propyl-L-homoserine C(C)(C)(C)OC(=O)N([C@@H](CCOCCC)C(=O)O)C